Tert-butyl (R)-3-(2-(4-cyclopropylphenyl)acetamido)pyrrolidine-1-carboxylate C1(CC1)C1=CC=C(C=C1)CC(=O)N[C@H]1CN(CC1)C(=O)OC(C)(C)C